N-(4-chlorobenzyl)-6-((1-((1-(2-hydroxyethoxy)-2-methylpropan-2-yl)sulfonyl)cyclopropyl)Methyl)-1-methyl-7-oxo-4,5,6,7-tetrahydro-1H-pyrazolo[3,4-c]Pyridine-3-carboxamide ClC1=CC=C(CNC(=O)C2=NN(C=3C(N(CCC32)CC3(CC3)S(=O)(=O)C(COCCO)(C)C)=O)C)C=C1